3-(2,6-difluoro-4-(piperazin-1-yl)phenyl)-1-((2-(trimethylsilyl)ethoxy)methyl)piperidine-2,6-dione FC1=C(C(=CC(=C1)N1CCNCC1)F)C1C(N(C(CC1)=O)COCC[Si](C)(C)C)=O